4-((S)-4-acryloyl-3-(cyanomethyl)piperazin-1-yl)-7-(8-methylnaphthalen-1-yl)-N-(((R)-1-methylpyrrolidin-2-yl)methyl)-5,6,7,8-tetrahydro-1,7-naphthyridine-2-carboxamide C(C=C)(=O)N1[C@H](CN(CC1)C1=CC(=NC=2CN(CCC12)C1=CC=CC2=CC=CC(=C12)C)C(=O)NC[C@@H]1N(CCC1)C)CC#N